n-octyldiethoxysilane C(CCCCCCC)[SiH](OCC)OCC